4-(5-(2-ethyl-5-fluoropyridin-4-yl)-1H-pyrazole-3-carbonyl)-4-azaspiro[2.5]octane-7-carboxamide C(C)C1=NC=C(C(=C1)C1=CC(=NN1)C(=O)N1C2(CC2)CC(CC1)C(=O)N)F